FC1=CC=C(C=C1)C(N1C[C@@H](N(C[C@H]1CO)C(=O)OC(C)(C)C)C)C1=NC=C(C=C1)C(F)(F)F tert-butyl (2S,5S)-4-((4-fluorophenyl) (5-(trifluoromethyl) pyridin-2-yl) methyl)-5-(hydroxymethyl)-2-methylpiperazine-1-carboxylate